tert-butyl-N-(3,3-difluoropyrrolidine-1-carboximidoyl)carbamate C(C)(C)(C)OC(NC(=N)N1CC(CC1)(F)F)=O